C[C@H]1N(CCN(C1)C1CCOCC1)CC=1C=CC2=C(C(=NO2)N2C(NC(CC2)=O)=O)C1 (R)-1-(5-((2-methyl-4-(tetrahydro-2H-pyran-4-yl)piperazin-1-yl)methyl)benzo[d]isoxazol-3-yl)dihydropyrimidine-2,4(1H,3H)-dione